6-chloro-N-[(1S)-1-[[(1S)-1-cyano-2-[(3S)-2-oxo-3-piperidyl]ethyl]carbamoyl]-3,3-dimethyl-butyl]-4-methoxy-1H-indole-2-carboxamide ClC1=CC(=C2C=C(NC2=C1)C(=O)N[C@@H](CC(C)(C)C)C(N[C@@H](C[C@H]1C(NCCC1)=O)C#N)=O)OC